[Al].C(C)C1CC(C(CC1)C(=O)O)C(=O)O 4-ethylcyclohexane-1,2-dicarboxylic acid aluminum